S1N=CC2=C1N=C(S2)N thiazolo[5,4-d]isothiazol-5-amine